BrC=1C=CC=C2C(C=C(OC12)C1=C(OCCC(=O)O)C=C(C=C1)OC(F)(F)F)=O 3-[2-(8-bromo-4-oxo-chromen-2-yl)-5-(trifluoromethoxy)phenoxy]propanoic acid